L-2,4-diamino-n-butyric acid N[C@H](C(=O)O)CCN